C1(CC1)CCN(C1=C2CN(C(C2=CC=C1)=O)C1C(NC(CC1)=O)=O)C1CCC(CC1)NCC1OCCC1 3-(4-((2-cyclopropylethyl)((1r,4r)-4-(((tetrahydrofuran-2-yl)methyl)amino)cyclohexyl)amino)-1-oxoisoindolin-2-yl)piperidine-2,6-dione